(S,E)-1-((6-chloro-1-((6-fluoro-7-isobutyl-3H-imidazo[4,5-b]pyridin-2-yl)methyl)-2-oxo-1,2-dihydropyridin-3-yl)amino)-7-(dimethylamino)-1,7-dioxohept-5-en-2-yl dimethylcarbamate CN(C(O[C@H](C(=O)NC=1C(N(C(=CC1)Cl)CC1=NC=2C(=NC=C(C2CC(C)C)F)N1)=O)CC\C=C\C(=O)N(C)C)=O)C